5-[4-[(6-bromohexyl)oxy]phenyl]-10,15,20-tris(pentafluorophenyl)porphyrin BrCCCCCCOC1=CC=C(C=C1)C=1C2=CC=C(N2)C(=C2C=CC(C(=C3C=CC(=C(C=4C=CC1N4)C4=C(C(=C(C(=C4F)F)F)F)F)N3)C3=C(C(=C(C(=C3F)F)F)F)F)=N2)C2=C(C(=C(C(=C2F)F)F)F)F